7-hydroxy-3'-((diethylamino)methyl)-4'-fluoroisoflavone OC1=CC=C2C(C(=COC2=C1)C1=CC(=C(C=C1)F)CN(CC)CC)=O